OC1=CC=C(C=C2C(N(C(S2)=NN=C2C(NC3=CC=C(C=C23)C)=O)C2=CC(=CC=C2)Cl)=O)C=C1 3-(2-(5-(4-hydroxybenzylidene)-3-(3-chlorophenyl)-4-oxothiazolidin-2-ylidene)hydrazono)-5-methyl-1H-indol-2-one